(R)-N-(5-chloro-2-((5-cyanopyridin-3-yl)methoxy)-4-(3-(1-(3-(4-fluoropiperidine-1-yl)propyl)indoline-4-yl)-2-methylbenzyloxy)benzyl)-piperidine-2-carboxylic acid ClC=1C(=CC(=C(CN2[C@H](CCCC2)C(=O)O)C1)OCC=1C=NC=C(C1)C#N)OCC1=C(C(=CC=C1)C1=C2CCN(C2=CC=C1)CCCN1CCC(CC1)F)C